triisoeicosanyl citrate C(CC(O)(C(=O)OCCCCCCCCCCCCCCCCCC(C)C)CC(=O)OCCCCCCCCCCCCCCCCCC(C)C)(=O)OCCCCCCCCCCCCCCCCCC(C)C